Methyl (S)-3-(1H-benzo[d][1,2,3]triazol-1-yl)-2-((tert-butoxycarbonyl)amino)propanoate N1(N=NC2=C1C=CC=C2)C[C@@H](C(=O)OC)NC(=O)OC(C)(C)C